O=C1N(C(C=C1)=O)C1=CC=C(C=C1)C(NCCOCCOCCOCCOCCOCCOCCC(=O)O)=O 1-(4-(2,5-dioxo-2,5-dihydro-1H-pyrrol-1-yl)phenyl)-1-oxo-5,8,11,14,17,20-hexaoxa-2-azatricosan-23-oic acid